(1H-Imidazol-1-yl)(pyrrolidin-1-yl)methanone N1(C=NC=C1)C(=O)N1CCCC1